C1(CC1)C1=NC=C2N1C=CC(=C2)C(=O)O 3-Cyclopropylimidazo[1,5-a]pyridine-7-carboxylic acid